N-decyl-N-(8-((8-(didecylamino)-8-oxooctyl)((3-hydroxycyclobut-yl)methyl)amino)-octyl)decanamide C(CCCCCCCCC)N(C(CCCCCCCCC)=O)CCCCCCCCN(CC1CC(C1)O)CCCCCCCC(=O)N(CCCCCCCCCC)CCCCCCCCCC